(S)-4-(4-chlorophenyl)-6-(4-phenylpiperazin-1-yl)-2-(pyridin-3-yl)pyrimidine ClC1=CC=C(C=C1)C1=NC(=NC(=C1)N1CCN(CC1)C1=CC=CC=C1)C=1C=NC=CC1